Cl.N1=CC(=CC=C1)CCCCC=1SC=C(N1)C=NO 2-(4-(pyridin-3-yl)butyl)thiazole-4-carbaldehyde oxime hydrochloride